COC=1C=C2C=CC(=CC2=CC1)[C@@H](C(=O)OC)C Methyl (S)-2-(6-methoxynaphthalen-2-yl)propionate